ClNF Chlorofluoroamine